ClC1=NC=2N(C(=C1)NCC=1N=C3N(C=C(C=C3C(F)(F)F)C3CC3)C1)N=CC2CC 5-chloro-N-((6-cyclopropyl-8-(trifluoromethyl)imidazo[1,2-a]pyridin-2-yl)methyl)-3-ethylpyrazolo[1,5-a]pyrimidin-7-amine